1-[3-Bromo-2-(bromomethyl)phenyl]-4-[(2H3)methyl]-1,4-dihydro-5-tetraazolone BrC=1C(=C(C=CC1)N1N=NN(C1=O)C([2H])([2H])[2H])CBr